CC=1C=C(C(=O)NC2=CC=C(C=C2)N2CCNCC2)C=CC1N1CCNCC1 3-methyl-4-(piperazin-1-yl)-N-(4-(piperazin-1-yl)phenyl)benzamide